FC1=CC(=C(C=C1)C1=C(C=CC=C1)CC1=CC=NN1C)[C@@H](C)O (R)-5-((4'-fluoro-2'-(1-hydroxyethyl)-[1,1'-biphenyl]-2-yl)methyl)-1-methyl-1H-pyrazole